COC(CCSC1=C2C(=NC=C1)C(CC2)O)=O 3-((7-hydroxy-6,7-dihydro-5H-cyclopenta[b]pyridin-4-yl)thio)propanoic acid methyl ester